1-(t-butyl) 4-ethyl 2-methyl (2S,4S)-4-(2-methylallyl)-5-oxopyrrolidine-1,2,4-tricarboxylate CC(C[C@@]1(C[C@H](N(C1=O)C(=O)OC(C)(C)C)C(=O)OC)C(=O)OCC)=C